1-(3-chloro-2-fluorobenzyl)-4-((4-ethyl-3-fluoro-5-methyl-6-((5-methyl-1H-pyrazol-3-yl)amino)-pyridin-2-yl)methyl)piperidine ClC=1C(=C(CN2CCC(CC2)CC2=NC(=C(C(=C2F)CC)C)NC2=NNC(=C2)C)C=CC1)F